O=CCOCCOCCOCCOCCOCCOCCOCCOCCOCCOCCC(=O)OC(C)(C)C tert-butyl 3-[2-[2-[2-[2-[2-[2-[2-[2-[2-(2-oxoethoxy)ethoxy]ethoxy]ethoxy] ethoxy]ethoxy]ethoxy]ethoxy]ethoxy]ethoxy]propanoate